C(C)OC(=O)C1CN(CCC1)C=1C2=C(N=CN1)NC=C2C(C2=C(C=C(C=C2)OC2=CC=CC=C2)Cl)=O 1-(5-(2-chloro-4-phenoxybenzoyl)-7H-pyrrolo[2,3-d]pyrimidin-4-yl)piperidine-3-carboxylic acid ethyl ester